BrC=1C(=CC(=C(C1)[N-]SCC1CC1)F)F N-(5-bromo-2,4-difluorophenyl)cyclopropylmethylthioamide